3-(3,4,6-trifluorophenyl)-5-methyl-pyrazol-4-ol FC=1C=C(C(=CC1F)F)C1=NNC(=C1O)C